3-Isopropyl-2-(1-(1-phenylethyl)-1H-pyrazol-4-yl)imidazo[2,1-f][1,2,4]triazin-4(3H)-one C(C)(C)N1C(=NN2C(C1=O)=NC=C2)C=2C=NN(C2)C(C)C2=CC=CC=C2